(3,5-di(t-butyl)-4-methylphenoxy)diisobutylaluminum C(C)(C)(C)C=1C=C(O[Al](CC(C)C)CC(C)C)C=C(C1C)C(C)(C)C